Tert-butyl (6-(1-(pyridin-2-yl)cyclobutane-1-carbonyl)pyridin-3-yl)carbamate N1=C(C=CC=C1)C1(CCC1)C(=O)C1=CC=C(C=N1)NC(OC(C)(C)C)=O